C(C)(C)(C)OC(NCCCCNC(=O)OC(C)(C)C)=O (4-((tert-butoxycarbonyl)amino)butyl)carbamic acid tert-butyl ester